CN1C(N(C2=NC(=NC=C12)NC=1C(=NC2=NC=CC=C2C1)C)C1(CCOCC1)C#N)=O 4-(7-methyl-2-((2-methyl-1,8-naphthyridin-3-yl)amino)-8-oxo-7,8-dihydro-9H-purin-9-yl)tetrahydro-2H-pyran-4-carbonitrile